(3aR,6aR)-tert-butyl 5-benzyl-3a-methylhexahydropyrrolo[3,4-c]pyrrole-2(1H)-carboxylate C(C1=CC=CC=C1)N1C[C@H]2[C@](C1)(CN(C2)C(=O)OC(C)(C)C)C